N,N-dimethylhexamethylenediamine CN(CCCCCCN)C